[N+](=O)([O-])C1=CC=C(C=C1)N1CCC(CC1)N1CCC2(CCN(C2)C(=O)OC(C)(C)C)CC1 tert-butyl 8-[1-(4-nitrophenyl)-4-piperidyl]-2,8-diazaspiro[4.5]decane-2-carboxylate